(2-(2-cyclopropylethyl)-4-(trifluoromethyl)oxazol-5-yl)methanone C1(CC1)CCC=1OC(=C(N1)C(F)(F)F)C=O